3-(((3-(((Tert-butyldiphenylsilyl)oxy)methyl)-1-methyl-1H-pyrazol-5-yl)methyl)thio)naphthalen-1-ol [Si](C1=CC=CC=C1)(C1=CC=CC=C1)(C(C)(C)C)OCC1=NN(C(=C1)CSC=1C=C(C2=CC=CC=C2C1)O)C